[Na+].O=C(C(=O)[O-])CC 2-ketobutyric acid sodium salt